COC1=C(C=C(C=C1)OC)C1(CN(C1)C(=O)OC(C)(C)C)O tert-Butyl 3-(2,5-dimethoxyphenyl)-3-hydroxyazetidine-1-carboxylate